N-(4-bromophenyl)benzamide C1=CC=C(C=C1)C(=O)NC2=CC=C(C=C2)Br